4',5,7-Trihydroxy-6-prenylflavone OC1=CC=C(C=2OC3=CC(=C(C(=C3C(C2)=O)O)CC=C(C)C)O)C=C1